CN1C2=CC=CC=C2N(C=2C=CC=CC12)C=1C(=C(C=C(C1)N1C=2C=CC=CC2N(C2=CC=CC=C12)C)C=1SC2=C(N1)C=CC=C2)C=2SC1=C(N2)C=CC=C1 2,2'-(3,5-bis(10-methylphenazin-5(10H)-yl)-1,2-phenylene)bis(benzo[d]thiazole)